CC1(CN=C(O1)C=1C=C(NC1C)S(=O)(=O)N[C@H]1CC=2NC3=CC=CC=C3C2CC1)C (R)-4-(5,5-dimethyl-4,5-dihydrooxazol-2-yl)-5-methyl-N-(2,3,4,9-tetrahydro-1H-carbazol-2-yl)-1H-pyrrole-2-sulfonamide